C(=O)O.OCCN1CCN(CC1)C=1C=CC(=NC1)NC1=CC(=NC=N1)NC1=CC(=C2C(=[N+]1[O-])C1(NC2=O)CCCCC1)C 2'-((6-((5-(4-(2-hydroxyethyl)piperazin-1-yl)pyridin-2-yl)amino)pyrimidin-4-yl)amino)-4'-methyl-5'-oxo-5',6'-dihydrospiro[cyclohexane-1,7'-pyrrolo[3,4-b]pyridine] 1'-oxide formate salt